4-ethynyl-1,1'-biphenyl C(#C)C1=CC=C(C=C1)C1=CC=CC=C1